CN1C(NC2=C1C=C(C=C2)C=C)=O 3-methyl-5-vinyl-1H-benzimidazol-2-one